(10Z)-4,6,10-hexadecatrienyl chloride C(CCC=CC=CCC\C=C/CCCCC)Cl